C(C)(C)C1CC(=CC(C1=O)C)C 6-isopropyl-2,4-dimethylcyclohex-3-en-1-one